N1(C=NC=C1)C1=CC=CC(=N1)C(=O)NC1CCOCC1 6-(1H-imidazol-1-yl)-N-(tetrahydro-2H-pyran-4-yl)picolinamide